2-(benzo[d]thiazole-2-yl)-1,4-phenylene bis(4-bromobutyrate) BrCCCC(=O)OC1=C(C=C(C=C1)OC(CCCBr)=O)C=1SC2=C(N1)C=CC=C2